O[C@@H]1[C@H]([C@H](O[C@@H]([C@@H]1O)CO)CC#C)NC(C)=O N-((2R,3R,4R,5R,6R)-4,5-dihydroxy-6-(hydroxymethyl)-2-(prop-2-yn-1-yl)tetrahydro-2H-pyran-3-yl)acetamide